1-methyl-1-(2-(1-methyl-1H-imidazo[1,2-b]pyrazole-7-carbonyl)-2-azaspiro[3.3]heptan-6-yl)-3-(4-(trifluoromethyl)thiophen-2-yl)urea CN(C(=O)NC=1SC=C(C1)C(F)(F)F)C1CC2(CN(C2)C(=O)C2=C3N(N=C2)C=CN3C)C1